2-(5-butyl-2-oxo-1,3-thiazolidin-3-yl)propanamide C(CCC)C1CN(C(S1)=O)C(C(=O)N)C